5-chloro-4-(3,4-difluorophenyl)thiazol-2-amine ClC1=C(N=C(S1)N)C1=CC(=C(C=C1)F)F